C1(CCCC1)N(C(N(C)C=1C=C(C2=C(N=C(N=C2)NC2=CC=C(C=C2)N2CCN(CC2)C)N1)C#C)=O)C 3-Cyclopentyl-1-(5-ethynyl-2-{[4-(4-methylpiperazin-1-yl)phenyl]amino}pyrido[2,3-d]pyrimidin-7-yl)-1,3-dimethylurea